C(CC)(=S)OCCCC[Si](OC)(OC)OC TRIMETHOXYSILYLBUTYL THIOPROPIONATE